FC1=C(C#N)C=C(C=C1)OC=1C(=C2C=CNC2=CC1)C 2-fluoro-5-((4-methyl-1H-indol-5-yl)oxy)benzonitrile